tert-butyl 4-(3-(2-chloro-3-ethyl-1H-pyrrolo[2,3-b]pyridin-5-yl)phenyl)-3-oxopiperazine-1-carboxylate ClC1=C(C=2C(=NC=C(C2)C=2C=C(C=CC2)N2C(CN(CC2)C(=O)OC(C)(C)C)=O)N1)CC